(R,E)-3-(2-((S)-1-hydroxyethyl)-1H-imidazol-1-yl)-5-(4'-((1-(2-hydroxyethyl)piperidin-4-yl)oxy)-[1,1'-biphenyl]-4-yl)pent-4-en-1-ol O[C@@H](C)C=1N(C=CN1)[C@H](CCO)\C=C\C1=CC=C(C=C1)C1=CC=C(C=C1)OC1CCN(CC1)CCO